CC1=NC(=CC=C1O[C@@H]1C[C@H](CCC1)C(=O)OCC)C1=C(C(=NO1)C)CNS(=O)(=O)CC1=CC=CC=C1 Ethyl (1S,3S)-3-((2-methyl-6-(3-methyl-4-(((phenylmethyl)sulfonamido)methyl) Isoxazol-5-yl)pyridin-3-yl)oxy)cyclohexane-1-carboxylate